C(#N)C=1C=NN2C1C(=CC(=C2)OCCN2CCOCC2)C=2C=CC(=NC2)N2CCC(CC2)(C)NC(OC(C)(C)C)=O tert-butyl (1-(5-(3-cyano-6-(2-morpholinoethoxy)pyrazolo[1,5-a]pyridin-4-yl)pyridin-2-yl)-4-methylpiperidin-4-yl)carbamate